methyl 4β-fluoro-7α-methoxymethoxyl-3-oxo-5β-cholanoate F[C@@H]1[C@H]2C[C@H]([C@H]3[C@@H]4CC[C@H]([C@@H](CCC(=O)OC)C)[C@]4(CC[C@@H]3[C@]2(CCC1=O)C)C)OCOC